The molecule is an organophosphate oxoanion arising from deprotonation of both free diphosphate OH groups of beta-D-Gal-(1->3)-alpha-D-GlcNAc-diphospho-ditrans,octacis-undecaprenol It is a conjugate base of a beta-D-Gal-(1->3)-alpha-D-GlcNAc-diphospho-ditrans,octacis-undecaprenol. CC(=CCC/C(=C/CC/C(=C/CC/C(=C\\CC/C(=C\\CC/C(=C\\CC/C(=C\\CC/C(=C\\CC/C(=C\\CC/C(=C\\CC/C(=C\\COP(=O)([O-])OP(=O)([O-])O[C@@H]1[C@@H]([C@H]([C@@H]([C@H](O1)CO)O)O[C@H]2[C@@H]([C@H]([C@H]([C@H](O2)CO)O)O)O)NC(=O)C)/C)/C)/C)/C)/C)/C)/C)/C)/C)/C)C